2-[6-bromo-4-(cis-2,2-difluorospiro[2.3]hexan-5-yl)oxy-1-oxophthalazin-2-yl]-N-(5-methylpyrimidin-2-yl)acetamide BrC=1C=C2C(=NN(C(C2=CC1)=O)CC(=O)NC1=NC=C(C=N1)C)OC1CC2(C(C2)(F)F)C1